C[Si](CCOC=1N(C2=CC=C(C=C2C1)C(=O)O)C)(C)C.CC(CN=C=O)CCC(CC(CN=C=O)C)(CN=C=O)C 2,5,7-trimethyl-1,8-diisocyanato-5-isocyanatomethyloctane 2-(trimethylsilyl)ethoxy(methyl)-1H-indole-5-carboxylate